C1(CC1)NC(C(=O)N1CC2(NS(C=3C(OC2)=C(N(C3)C)C(=O)NC3=CC(=C(C=C3)F)C(F)F)(=O)=O)C1)=O 1-(2-(cyclopropylamino)-2-oxoacetyl)-N-(3-(difluoromethyl)-4-fluorophenyl)-7'-methyl-2'H,4'H,7'H-spiro[azetidine-3,3'-pyrrolo[3,4-b][1,4,5]oxathiazepine]-6'-carboxamide 1',1'-dioxide